The molecule is an optically active form of lactate having (S)-configuration. It has a role as a Saccharomyces cerevisiae metabolite. It is a conjugate base of a (S)-lactic acid. It is an enantiomer of a (R)-lactate. C[C@@H](C(=O)[O-])O